C/C(=C/CO)/C#C (Z)-3-methylpent-2-en-4-yn-1-ol